(R)-N-((S)-(6-fluoro-5-isopropylpyridin-2-yl)(phenyl)methyl)-2-methylpropan-2-sulfinamide FC1=C(C=CC(=N1)[C@@H](N[S@](=O)C(C)(C)C)C1=CC=CC=C1)C(C)C